C1(CC1)CCCC#CC=1C=C(C(=O)NC2=CC=C(C=C2)C2=CC=C(C=C2)NC(=O)C=2C=CC=C3C=CC=C(C23)C(=O)OC(C)(C)C)C=CC1C=1N=NN(N1)CCCC1CC1 t-Butyl 8-({4'-[3-(5-cyclopropylpent-1-yn-1-yl)-4-[2-(3-cyclopropylpropyl)-2H-1,2,3,4-tetrazol-5-yl]benzamido]-[1,1'-biphenyl]-4-yl}carbamoyl)naphthalene-1-carboxylate